N(=[N+]=[N-])CC(CC=1C=C(C=CC1)C1=CC=CC=C1)N1C(C=CC=C1)=O 1-(1-azido-3-{[1,1'-biphenyl]-3-yl}propan-2-yl)-1,2-dihydropyridin-2-one